FC1(CC(CC1)NC1=NC(=NC(=N1)NC1CC(CC1)(F)F)C1=NC(=CN=C1)C(F)(F)F)F N2,N4-bis(3,3-difluorocyclopentyl)-6-(6-(trifluoromethyl)pyrazin-2-yl)-1,3,5-triazine-2,4-diamine